NC1=NC(=NC(=C1NC(CO)=O)N)C1=NN(C2=C(C=CC=C12)F)CC1=C(C=CC=C1)F N-(4,6-diamino-2-(7-fluoro-1-(2-fluorobenzyl)-1H-indazol-3-yl)pyrimidin-5-yl)-2-hydroxyacetamide